4-(2-cyclopropyl-6-{7-fluoro-5-[(1S,4S)-2-oxa-5-azabicyclo[2.2.1]hept-5-ylmethyl]-1,3-benzoxazol-2-yl}pyridin-4-yl)-3-(4-methyl-1,2,4-triazol-3-yl)benzonitrile C1(CC1)C1=NC(=CC(=C1)C1=C(C=C(C#N)C=C1)C1=NN=CN1C)C=1OC2=C(N1)C=C(C=C2F)CN2[C@@H]1CO[C@H](C2)C1